tert-butyl (1R)-5,5-difluoro-1-methyl-6-oxo-2,7-diazaspiro[3.5]nonane-2-carboxylate FC1(C2(CN([C@@H]2C)C(=O)OC(C)(C)C)CCNC1=O)F